[N+](=O)([O-])C=1C=C(C=CC1NCCO)O 3-Nitro-4-(2-hydroxyethyl)aminophenol